C=1C=C(N2C=CC=CC12)C(=O)[O-] indolizine-3-carboxylate